tert-butyl 6-(4-(trifluoromethyl) phenyl)-2-azaspiro[3.4]octane-2-carboxylate FC(C1=CC=C(C=C1)C1CC2(CN(C2)C(=O)OC(C)(C)C)CC1)(F)F